methyl-(phenyl)benzene CC1=C(C=CC=C1)C1=CC=CC=C1